6-Piperidin-1-yl-hex-2-enoic acid [4-(3-chloro-4-fluoro-phenylamino)-7-fluoroethoxy-quinazolin-6-yl]-amide ClC=1C=C(C=CC1F)NC1=NC=NC2=CC(=C(C=C12)NC(C=CCCCN1CCCCC1)=O)OCCF